[Si](C)(C)(C(C)(C)C)OCCC(O)C1=NC=C(C=C1)F 3-((tert-butyldimethylsilyl)oxy)-1-(5-fluoropyridin-2-yl)propan-1-ol